3beta-methyl-5alpha-pregnan-20-one C[C@@H]1C[C@@H]2CC[C@H]3[C@@H]4CC[C@H](C(C)=O)[C@]4(CC[C@@H]3[C@]2(CC1)C)C